CN1C=[N+](C=C1)CCC methyl-3-propyl-1H-imidazol-3-ium